C(CCCCCCCCCCCCC)N1C(=C(C(C=C1)=O)O)C#N N-tetradecyl-2-cyano-3-hydroxypyridin-4-one